14-(3-(3,4-difluorophenyl)ureido)tetradecanoic acid FC=1C=C(C=CC1F)NC(NCCCCCCCCCCCCCC(=O)O)=O